ClC1=CC=C(C=C1)C=1N=CN(C1C1=CC(=NC=C1)C(F)F)CC(=O)N1CCC2(CNC2)CC1 2-[4-(4-chlorophenyl)-5-[2-(difluoromethyl)pyridin-4-yl]-1H-imidazol-1-yl]-1-{2,7-diazaspiro[3.5]non-7-yl}ethan-1-one